(2-carboxyethyl)2,5-dimethylphenyl phosphate P(=O)(OC1=C(C(=CC(=C1)C)CCC(=O)O)C)([O-])[O-]